4-(4-(2,4-difluorophenoxy)piperidin-1-yl)-2-methylpyridin-5-amine FC1=C(OC2CCN(CC2)C2=CC(=NC=C2N)C)C=CC(=C1)F